N1N=NN=C1N1[C@@H]2[C@@H](C[C@@H]([C@H]1CC2)C(F)(F)F)NC(=O)C2(CC2)C2=CC=C(C=C2)Cl N-[(1S,2R,4S,5R)-8-(1H-1,2,3,4-tetrazol-5-yl)-4-(trifluoromethyl)-8-azabicyclo[3.2.1]octan-2-yl]-1-(4-chlorophenyl)cyclopropane-1-carboxamide